C1(=CC=CC=C1)SCCN aminoethyl phenyl thioether